COC1=CC=2N(C=C1)C(=CN2)C=2C=C(N)C=CC2 3-(7-Methoxyimidazo[1,2-a]pyridin-3-yl)aniline